C(C)(C)(C)OC(=O)N1N=C(C=C1)OCC1C2(C13CC3)CC2 3-(Dispiro[2.0.2.1]hept-7-ylmethoxy)-1H-pyrazole-1-carboxylic acid tert-butyl ester